(R)-1-isobutyl-N-(6-(thiazol-5-yl)isoquinolin-3-yl)piperidine-3-carboxamide (S,E)-(3-(2-(Thiophen-2-yl)vinyl)-1H-pyrazol-1-yl)methyl-2-((tert-butoxycarbonyl)oxy)propanoate S1C(=CC=C1)/C=C/C1=NN(C=C1)COC([C@H](C)OC(=O)OC(C)(C)C)=O.C(C(C)C)N1C[C@@H](CCC1)C(=O)NC=1N=CC2=CC=C(C=C2C1)C1=CN=CS1